ClC=1C=CC(=C(C1)CC(=O)NC=1C=C(C(=O)NC2(CCCCC2)C)C=CC1)O 3-[[2-(5-Chloro-2-hydroxy-phenyl)acetyl]amino]-N-(1-methylcyclohexyl)benzamide